1-(3-(6-(3-hydroxynaphthalen-1-yl)benzofuran-2-yl)pyrrolidin-1-yl)prop-2-en-1-one OC=1C=C(C2=CC=CC=C2C1)C1=CC2=C(C=C(O2)C2CN(CC2)C(C=C)=O)C=C1